O=C1NC(CCC1N1C(N(C2=C1C=CC=C2C2CCN(CC2)CC2CCC(CC2)N2N=C1C=CC(=CC1=C2)NC(OC(C)(C)C)=O)C)=O)=O tert-butyl N-[2-[4-[[4-[1-(2,6-dioxo-3-piperidyl)-3-methyl-2-oxo-benzimidazol-4-yl]-1-piperidyl]methyl]cyclohexyl]indazol-5-yl]carbamate